5-(4-chloro-2-fluoro-phenyl)-7-((2R)-2-(4-chlorophenyl)-4-morpholinyl)-2,3-dimethylpyrido[4,3-d]-pyrimidin-4(3H)-one ClC1=CC(=C(C=C1)C1=NC(=CC=2N=C(N(C(C21)=O)C)C)N2C[C@H](OCC2)C2=CC=C(C=C2)Cl)F